C[Si](CCOC=1C2=C(N=CN1)C=CN=C2)(C)C 4-(2-(trimethylsilyl)ethoxy)pyrido[4,3-d]pyrimidine